ClC=1C=C(C=CC1OCC=1C=NC(=CC1)C1CCOCC1)NC1=CC=NC2=CC(=C(C=C12)NC(\C=C\CN(C)C)=O)OCC (E)-N-(4-((3-chloro-4-((6-(tetrahydro-2H-pyran-4-yl)pyridin-3-yl)methoxy)phenyl)amino)-7-ethoxyquinolin-6-yl)-4-(dimethylamino)but-2-enamide